C(CCCCCCCCCCCCCCCCCCC)(=O)[O-].[Pb+2].C(CCCCCCCCCCCCCCCCCCC)(=O)[O-] lead arachidate